4-(4-Amino-2,6-dimethylbenzyl)-2-(trifluoromethyl)phenol NC1=CC(=C(CC2=CC(=C(C=C2)O)C(F)(F)F)C(=C1)C)C